(S)-4-((3,3-difluoropropyl)(4-(5,6,7,8-tetrahydro-1,8-naphthyridin-2-yl)butyl)amino)-2-((S)-2-hydroxy-2-phenylacetamido)butanoic acid FC(CCN(CC[C@@H](C(=O)O)NC([C@H](C1=CC=CC=C1)O)=O)CCCCC1=NC=2NCCCC2C=C1)F